methyl (1S,2S)-2-methoxy-4-oxocyclohexanecarboxylate CO[C@@H]1[C@H](CCC(C1)=O)C(=O)OC